ClC1=NC=CC(=C1)C1=CC(=NN1)C1=CC=C(NC)C=C1 4-[5-(2-chloropyridin-4-yl)-1H-pyrazol-3-yl]-N-methylaniline